5-(3-methylimidazo[1,2-a]pyrimidin-6-yl)-N-(trans-4-morpholinocyclohexyl)pyrrolo[2,1-f][1,2,4]triazin-2-amine CC1=CN=C2N1C=C(C=N2)C=2C=CN1N=C(N=CC12)N[C@@H]1CC[C@H](CC1)N1CCOCC1